OC=1C(=NOC1)C(=O)O 4-Hydroxyisoxazole-3-carboxylic acid